(E)-4-Boc-1-(alpha-cyano-3,4-dihydroxycinnamoyl)piperazine C(=O)(OC(C)(C)C)N1CCN(CC1)C(\C(=C\C1=CC(=C(C=C1)O)O)\C#N)=O